CN1CCN(CC1)C(=O)N[C@@H](CC1=CC=CC=C1)C(=O)O (4-methylpiperazine-1-carbonyl)-L-phenylalanine